2-(chloromethyl)-5-(3-tolyl)-1,3,4-oxadiazole ClCC=1OC(=NN1)C=1C=C(C=CC1)C